methyl N-[4-methyl-5-({4-[(2S)-2-[(8-{3-[(4-methylpiperazin-1-yl)methyl]phenyl}quinazolin-4-yl)amino]propyl]piperazin-1-yl}sulfonyl)-1,3-thiazol-2-yl]carbamate CC=1N=C(SC1S(=O)(=O)N1CCN(CC1)C[C@H](C)NC1=NC=NC2=C(C=CC=C12)C1=CC(=CC=C1)CN1CCN(CC1)C)NC(OC)=O